COC=1C=C2CCNCC2=CC1NC1=NC2=CC(=CC=C2C=N1)C1=CC=2OCCN(C2N=C1)C N-(6-methoxy-1,2,3,4-tetrahydroisoquinolin-7-yl)-7-(4-methyl-3,4-dihydro-2H-pyrido[3,2-b][1,4]oxazin-7-yl)quinazolin-2-amine